triazacyclododecane-1-sulfonamide N1(NNCCCCCCCCC1)S(=O)(=O)N